(R)-1-(3'-(1-(6-(2-(3-chlorophenyl)-2-hydroxyacetyl)-4-oxo-4,5,6,7,8,9-hexahydro-3H-pyrimido[5,4-c]azepin-2-yl)cyclopropyl)-[1,1'-biphenyl]-4-yl)cyclopropane-1-carbonitrile ClC=1C=C(C=CC1)[C@H](C(=O)N1CC2=C(CCC1)N=C(NC2=O)C2(CC2)C=2C=C(C=CC2)C2=CC=C(C=C2)C2(CC2)C#N)O